C1=CC=CC=2N=C(C3=C(CC21)C=CC=C3)N3CCN(CC3)CC(C(=O)O)C 3-(4-(11H-dibenzo[b,e]azepin-6-yl)piperazin-1-yl)-2-methylpropanoic acid